[Br-].ClC=1C=C(C=C(C1)Cl)C=1OC2=C(N1)C=CC(=C2)C(=O)OCCC[N+]2=CC=CC=C2 1-(3-(2-(3,5-Dichlorophenyl)benzo[d]oxazole-6-carbonyloxy)propyl)-pyridinium bromide